FC1(CCC(CC1)C1=NC=CC(=C1NC(=O)C1=CC(=NO1)C(F)F)C1=C(C=CC(=C1)F)F)F N-(2-(4,4-difluorocyclohexyl)-4-(2,5-difluorophenyl)pyridin-3-yl)-3-(difluoromethyl)isoxazole-5-carboxamide